OC1=C(C=CC=C1)N1N=CC(=C1C)C(=O)N[C@@H](C(C)C)C(=O)N[C@H](CCC(=O)OCC)C(=O)OCC Diethyl (1-(2-hydroxyphenyl)-5-methyl-1H-pyrazole-4-carbonyl)-L-valyl-D-glutamate